tert-Butyl (2-(2-((tert-butyldimethylsilyl)oxy)-1-((tert-butylsulfinyl)amino)ethyl)pyridin-4-yl)carbamate [Si](C)(C)(C(C)(C)C)OCC(NS(=O)C(C)(C)C)C1=NC=CC(=C1)NC(OC(C)(C)C)=O